C1=C(C=CC2=CC=CC=C12)C(=O)P(C(=O)C1=CC2=CC=CC=C2C=C1)=O bis-(2-naphthoyl)phosphine oxide